[2-(trifluoromethyl)quinolin-6-yl]carbamic acid tert-butyl ester C(C)(C)(C)OC(NC=1C=C2C=CC(=NC2=CC1)C(F)(F)F)=O